tert-butyl 4-((4-(4-(2,6-dioxopiperidin-3-yl)-3,5-difluorophenyl)piperazin-1-yl)methyl)-4-methylpiperidine-1-carboxylate O=C1NC(CCC1C1=C(C=C(C=C1F)N1CCN(CC1)CC1(CCN(CC1)C(=O)OC(C)(C)C)C)F)=O